C1(CCCCC1)C1C(C=2C=CC(=CC2CC1)O)C1=NC=C(C=C1)N1CCC(CC1)C(OC)OC 6-cyclohexyl-5-(5-(4-(dimethoxymethyl)piperidin-1-yl)pyridin-2-yl)-5,6,7,8-tetrahydronaphthalen-2-ol